FCC1CC2(OCCO2)CC1 7-(fluoromethyl)-1,4-dioxaspiro[4.4]nonane